6-[(7S)-2-{3-[5-(2-Methylphenyl)pyridin-2-yl]-1H-pyrrolo[2,3-b]pyridin-5-yl}-6,7,8,9-tetrahydro-5H-benzo[7]annulen-7-yl]-3-oxa-6-azabicyclo[3.1.1]heptane CC1=C(C=CC=C1)C=1C=CC(=NC1)C1=CNC2=NC=C(C=C21)C=2C=CC1=C(CC[C@H](CC1)N1C3COCC1C3)C2